Tert-butyl (6aR)-4-chloro-3-(2-fluoro-6-methoxyphenyl)-1-oxo-2,6a,7,9,10,12-hexahydro-1H-pyrazino[2,1-c]pyrido[3,4-f][1,4]oxazepine-8(6H)-carboxylate ClC1=C(NC(C=2CN3[C@@H](COC21)CN(CC3)C(=O)OC(C)(C)C)=O)C3=C(C=CC=C3OC)F